C1(CC1)C1=CC=C(C=N1)[C@@H]1NCCOC1 |r| rac-(3S)-3-(6-cyclopropyl-3-pyridyl)morpholin